FC=1C=C(C=CC1Cl)B(O)O 3-Fluoro-4-Chlorophenylboronic acid